6-chloro-5-methylpyridazine-3-carbonitrile ClC1=C(C=C(N=N1)C#N)C